C(C)(C)(C)S(=O)(=O)NC1(CN(CCCC1)C(=O)OC(C)(C)C)C tert-butyl 3-(tert-butylsulfonamido)-3-methyl-azepane-1-carboxylate